(R)-1-phenyl-1-(3-pyridinyl)-1-ethanol C1(=CC=CC=C1)[C@@](C)(O)C=1C=NC=CC1